(1H-benzo[d][1,2,3]triazol-1-yl)(4-((2,4-dimethoxyphenyl)amino)-2-(methylthio)pyrimidin-5-yl)methanone N1(N=NC2=C1C=CC=C2)C(=O)C=2C(=NC(=NC2)SC)NC2=C(C=C(C=C2)OC)OC